S(N)(OC[C@@H]1[C@H](C[C@@H](C1)NC1=NC=NC=C1C(=O)C=1SC(=C(C1)[S@](=O)C1=CC(=CC=C1)Cl)C)O)(=O)=O [(1R,2S,4R)-4-{[5-({4-[(R)-(3-chlorophenyl)sulfinyl]-5-methyl-2-thienyl}carbonyl)pyrimidin-4-yl]amino}-2-hydroxycyclopentyl]methyl sulfamate